NC=1N=CN(C(C1C(=O)NC=1C(=C(C=CC1)[C@@H]1N(CCC1)C(=O)OC(C)(C)C)F)=O)C1=C(C=CC=C1C)Cl tert-butyl (R)-2-(3-(4-amino-1-((S)-2-chloro-6-methylphenyl)-6-oxo-1,6-dihydropyrimidine-5-carboxamido)-2-fluorophenyl)pyrrolidine-1-carboxylate